bis(chloroethylmethylsilyl)ethane ClCC[SiH](C)C(C)[SiH](CCCl)C